C(C1=CC=CC=C1)(C1=CC=CC=C1)(C1=CC=CC=C1)N[C@@H](CO)C(=O)OC methyl trityl-L-serinate